3-(4,6-dihydroxypyrimidin-5-yl)-2-methylpropanoic acid methyl ester COC(C(CC=1C(=NC=NC1O)O)C)=O